N-(3-(6-amino-5-(2-(N-methylpropanoylamino)ethoxy)pyrimidin-4-yl)-5-fluoro-2-methylphenyl)-4-cyclopropyl-2-fluorobenzamide NC1=C(C(=NC=N1)C=1C(=C(C=C(C1)F)NC(C1=C(C=C(C=C1)C1CC1)F)=O)C)OCCNC(C(C)C)=O